tert-butyl 3-[4-(2,3-difluoroanilino)quinazolin-6-yl]-3-methyl-azetidine-1-carboxylate FC1=C(NC2=NC=NC3=CC=C(C=C23)C2(CN(C2)C(=O)OC(C)(C)C)C)C=CC=C1F